methyl 3-(9-((4-(aminomethyl)phenyl)carbamoyl)-4,5-dihydrobenzo[b]thieno[2,3-d]oxepin-8-yl)-6-(butylcarbamoyl)picolinate NCC1=CC=C(C=C1)NC(=O)C1=CC2=C(OCCC3=C2SC=C3)C=C1C=1C(=NC(=CC1)C(NCCCC)=O)C(=O)OC